N-(3-bromobenzyl)pivalamide BrC=1C=C(CNC(C(C)(C)C)=O)C=CC1